N'-hydroxyformamidine ON=CN